CC1=NOC(=C1C1=CC2=C(N(C(=N2)[C@@H]2CCC(N2C2=C(C=CC(=C2)F)C)=O)[C@H]2CN(CC2)S(=O)(=O)C)C=C1)C (S)-5-(5-(3,5-dimethylisoxazol-4-yl)-1-((R)-1-(methylsulfonyl)pyrrolidin-3-yl)-1H-benzo[d]imidazol-2-yl)-1-(5-fluoro-2-methylphenyl)pyrrolidin-2-one